N2-Acetyl-D-asparagin C(C)(=O)N[C@H](CC(N)=O)C(=O)O